BrC=1C=CC(=C(C1)C1=C(C=CC=C1)Cl)S(=O)(=O)N1CCC(CC1)(C(=O)NCC(=C)C#N)F 1-((5-bromo-2'-chloro-[1,1'-biphenyl]-2-yl)sulfonyl)-N-(2-cyanoallyl)-4-fluoropiperidine-4-carboxamide